C(C)(C)(C)OC(=O)C1=NC(=C(C=C1)N)NC[C@H]1OCC1 5-amino-6-[[(2S)-oxetan-2-yl]methylamino]pyridine-2-carboxylic acid tert-butyl ester